2-{[(1S)-1-{4-[2-(4-acryloylpiperazin-1-yl)butan-2-yl]phenyl}ethyl]amino}-8-(propan-2-yl)pyrido[2,3-d]pyrimidin-7(8H)-on C(C=C)(=O)N1CCN(CC1)C(C)(CC)C1=CC=C(C=C1)[C@H](C)NC=1N=CC2=C(N1)N(C(C=C2)=O)C(C)C